C(OC1=CC=C(C=C1)[N+](=O)[O-])(OCC1(CCC1)CCC)=O 4-nitrophenyl ((1-propylcyclobutyl)methyl) carbonate